COC1=CC(=C(C=C1)NC1=NC=CC(=N1)NC1=CC=C(C=C1)C=1C=NN(C1)COCC[Si](C)(C)C)[N+](=O)[O-] N2-(4-methoxy-2-nitrophenyl)-N4-(4-(1-((2-(trimethylsilyl)ethoxy)methyl)-1H-pyrazol-4-yl)phenyl)pyrimidine-2,4-diamine